O1C=NC=C1C=1C=C(C=NC1)C(CC(=O)O)N1N=CC2=CC(=CC=C12)OCCC1=NC=2NCCCC2C=C1 3-(5-(oxazol-5-yl)pyridin-3-yl)-3-(5-(2-(5,6,7,8-tetrahydro-1,8-naphthyridin-2-yl)ethoxy)-1H-indazol-1-yl)propionic acid